FC1(CCN(CC1)C1=C(C(N(C2=CC(=CC=C12)O[C@H]1COCC1)C)=O)C#N)C=1OC2=C(N1)C=C(C=C2)C |r| (rac)-4-[4-fluoro-4-(5-methyl-1,3-benzoxazol-2-yl)piperidin-1-yl]-1-methyl-2-oxo-7-(tetrahydrofuran-3-yloxy)-1,2-dihydroquinoline-3-carbonitrile